neopentaneboronic acid C(C(C)(C)C)B(O)O